OC=1C=C(OC2C(NC(CC2)=O)=O)C=C(C1)OC 3-(3-hydroxy-5-methoxy-phenoxy)piperidine-2,6-dione